N-(10,11-dihydro-5H-benzo[b]pyrido[3,4-f]azepin-7-yl)-4-(pyridin-4-ylamino)benzamide C1=NC=CC2=C1CCC1=C(N2)C=C(C=C1)NC(C1=CC=C(C=C1)NC1=CC=NC=C1)=O